2-(2,6-Dioxopiperidin-3-yl)-5-(((1S,2R)-1-(ethylamino)-2,3-dihydro-1H-inden-2-yl)(methyl)amino)isoindolin-1,3-dion O=C1NC(CCC1N1C(C2=CC=C(C=C2C1=O)N(C)[C@H]1[C@H](C2=CC=CC=C2C1)NCC)=O)=O